N[C@@H]1[C@@H](OCC12CCN(CC2)C2=NC1=NC=C(N=C1C=N2)SC=2C(=C(C=CC2)NC(=O)C2=NC=CN=C2)Cl)C N-(3-((2-((3S,4S)-4-amino-3-methyl-2-oxa-8-azaspiro[4.5]decane-8-yl)pteridine-6-yl)mercapto)-2-chlorophenyl)pyrazine-2-carboxamide